OC(CC(=O)OC)(CC)C1=NC=CC=C1 Methyl 3-hydroxy-3-(pyridin-2-yl)pentanoate